C(C)(C)(C)C(=C(C(=O)O)C)C1=CC=CC=C1.ClC1=C(C=CC=C1)CC(=O)NC1=CC(=C(C=C1)N1N=CC(=N1)C(F)(F)F)S(N)(=O)=O 2-(2-chlorophenyl)-N-{3-sulfamoyl-4-[4-(trifluoromethyl)-2H-1,2,3-triazol-2-yl]phenyl}acetamide tert-Butylphenylmethacrylat